NC=1C(=NC(=CN1)C1CCOCC1)C=1C=C2CN(C(C2=CC1)=O)CC1=C(C(=CC=C1)Cl)CO 5-(3-amino-6-(tetrahydro-2H-pyran-4-yl)pyrazin-2-yl)-2-(3-chloro-2-(hydroxymethyl)benzyl)isoindolin-1-one